BrC1=CC=C2NC(C=3N(C2=C1)C=NC3C)=O 8-bromo-3-methylimidazo[1,5-a]quinoxaline-4(5H)-one